ClC1=CC(=C(COC2=CC=C(C(=N2)C2[C@H]3CNC[C@@H]23)C)C=C1)F (1R,5S,6r)-6-(6-((4-chloro-2-fluorobenzyl)oxy)-3-methylpyridin-2-yl)-3-azabicyclo[3.1.0]hexane